C1CCC2=C(C=3CCCC3C=C12)NC(=O)NS(=O)(=O)C=1C=CC2=C(CCB(O2)O)C1 N-((1,2,3,5,6,7-hexahydro-s-indacen-4-yl)carbamoyl)-2-hydroxy-3,4-dihydro-2H-benzo[e][1,2]oxaborinine-6-sulfonamide